FC1(CN(C1)CC1=NC=C(C=N1)OC1=CC=C(C=C1)C(C)(C)C1=CC=C(OC2CC(C2)NC=2C=C3C(N(C(C3=CC2)=O)C2C(NC(CC2)=O)=O)=O)C=C1)F 5-(((1r,3r)-3-(4-(2-(4-((2-((3,3-difluoroazetidin-1-yl)methyl)pyrimidin-5-yl)oxy)phenyl)propan-2-yl)phenoxy)cyclobutyl)amino)-2-(2,6-dioxopiperidin-3-yl)isoindolin-1,3-dione